N2,N2,N6,N6-tetrakis(2-methoxyethyl)-8-(4-methoxypiperidin-1-yl)-N4-(3-(methylsulfonyl)benzyl)pyrimido[5,4-d]pyrimidine-2,4,6-triamine COCCN(C=1N=C(C2=C(N1)C(=NC(=N2)N(CCOC)CCOC)N2CCC(CC2)OC)NCC2=CC(=CC=C2)S(=O)(=O)C)CCOC